5-methyl-4-phenyl-2-(3-thienyl)imidazole CC1=C(N=C(N1)C1=CSC=C1)C1=CC=CC=C1